N1=CNC2=C1C=CC=C2C=O 3H-BENZO[D]IMIDAZOLE-4-CARBALDEHYDE